ClC1=CC=C(C=C1)C1CCN(CC1)S(=O)(=O)C1CN(CC1)C#N 3-((4-(4-chlorophenyl)piperidin-1-yl)sulfonyl)pyrrolidine-1-carbonitrile